O[C@@H]1[C@H](CCCCC1)NC(=O)C1=CC(=CC=2OCOC21)CC2=CC=C(C=C2)N2N=CC=C2 N-[(1S,2S)-2-hydroxycycloheptyl]-6-[(4-pyrazol-1-ylphenyl)methyl]-1,3-benzodioxole-4-carboxamide